FC(C(F)(F)F)(I1OC(C2=C1C=CC=C2)=O)F 1-pentafluoroethyl-1,2-benziodoxol-3(1H)one